C(CCCCCCCCCCCCCCCCC)(=O)N stearamid